(R)-2-(4-(1-(4-methyl-4H-1,2,4-triazol-3-yl)propan-2-yl)-6-(thiazol-5-yl)pyridin-2-yl)-4-(trifluoromethyl)isoindolin-1-one CN1C(=NN=C1)C[C@@H](C)C1=CC(=NC(=C1)C1=CN=CS1)N1C(C2=CC=CC(=C2C1)C(F)(F)F)=O